azobis(2-cyclobutylpropionitrile) N(=NC(C#N)(C)C1CCC1)C(C#N)(C)C1CCC1